5-(2-phenylthiazol-4-yl)-1,3,4-oxadiazole-2-thiol C1(=CC=CC=C1)C=1SC=C(N1)C1=NN=C(O1)S